3,4-Dichloro-2-(fluoromethyl)-5-(4,4,5,5-tetramethyl-1,3,2-dioxaborolan-2-yl)-2H-indazole ClC=1N(N=C2C=CC(=C(C12)Cl)B1OC(C(O1)(C)C)(C)C)CF